ClC=1C(=NC(=NC1)NC=1C=NN(C1C)C)C1=CC=C2CN(C(C2=C1)=O)[C@@H](C(=O)N[C@H](CO)C1=CC(=CC=C1)C)C (2R)-2-(6-{5-chloro-2-[(1,5-dimethyl-1H-pyrazol-4-yl)amino]pyrimidin-4-yl}-1-oxo-2,3-dihydro-1H-isoindol-2-yl)-N-[(1S)-2-hydroxy-1-(3-methylphenyl)ethyl]propanamide